CN1C(CC1)COC=1C=C(C=CC1OC)NC(=O)C1=CC=C(C=C1)C1=C(C=C(C=C1)C1=NOC(=N1)C)C N-[3-(1-Methylazetidin-2-ylmethoxy)-4-methoxyphenyl]-4'-(5-methyl-1,2,4-oxadiazol-3-yl)-2'-methylbiphenyl-4-carboxamide